C(#N)[C@H]1[C@@H](C1)C(=O)NC=1N=CC2=C(C=C(C=C2C1)C=1C=NC=CC1C)N=C(C1=CC=CC=C1)C1=CC=CC=C1 trans-2-cyano-N-(8-(diphenylmethyleneamino)-6-(4-methylpyridin-3-yl)isoquinolin-3-yl)cyclopropanecarboxamide